6-amino-benzyl-uridine NC1=CC=CC=C1C[C@@]1([C@H](O)[C@H](O)[C@@H](CO)O1)N1C(=O)NC(=O)C=C1